Methyl {p-[(1-{(S)-2-[(S)-4-acetyl-3-isobutyl-2-oxo-1-piperazinyl]-4-methylvaleryl}-4-piperidyl)meth-oxy]phenyl}acetate C(C)(=O)N1[C@H](C(N(CC1)[C@H](C(=O)N1CCC(CC1)COC1=CC=C(C=C1)CC(=O)OC)CC(C)C)=O)CC(C)C